3-Chloro-5-(4-((4-(2-(N-methylmethylsulfonamido)benzamido)phenyl)sulfonyl)piperazin-1-yl)pyridine 1-oxide ClC=1C=[N+](C=C(C1)N1CCN(CC1)S(=O)(=O)C1=CC=C(C=C1)NC(C1=C(C=CC=C1)N(S(=O)(=O)C)C)=O)[O-]